(R)-6-(2-(4'-(benzyloxy)-[1,1'-biphenyl]-3-yl)-2-hydroxyacetyl)-2-(1-phenylcyclopropyl)-5,6,7,8-tetrahydropyrido[4,3-d]pyrimidin-4(3H)-one C(C1=CC=CC=C1)OC1=CC=C(C=C1)C1=CC(=CC=C1)[C@H](C(=O)N1CC2=C(N=C(NC2=O)C2(CC2)C2=CC=CC=C2)CC1)O